N-(3-chloro-5-(methylsulfonylamino)phenyl)-1-(2-(3-fluorophenoxy)phenyl)-1H-pyrazole-4-carboxamide ClC=1C=C(C=C(C1)NS(=O)(=O)C)NC(=O)C=1C=NN(C1)C1=C(C=CC=C1)OC1=CC(=CC=C1)F